(S)-1-bromo-2-methylbutane BrC[C@H](CC)C